mono-bromoborane BrB